3-[(1S,4S)-5-methyl-2,5-diazabicyclo[2.2.1]heptan-2-yl]cyclobutane-1-carboxamide CN1[C@@H]2CN([C@H](C1)C2)C2CC(C2)C(=O)N